NC=1C=C(C=C(C1)C(F)(F)F)[C@@H](C)NC(=O)C1=NN(C(C=C1)=O)C1=CC(=CC=C1)C1=NN=NN1C N-[(1R)-1-[3-amino-5-(trifluoromethyl)phenyl]ethyl]-1-[3-(1-methyltetrazol-5-yl)phenyl]-6-oxo-pyridazine-3-carboxamide